FC([C@@H]1C[C@H](C1)C1=NC(=NC2=NC(=C(N=C12)C)C)N1C[C@@H](OCC1)C1=CC(=NC=C1)C)F 4-(trans-3-(difluoromethyl)cyclobutyl)-6,7-dimethyl-2-((2S)-2-(2-methyl-4-pyridinyl)-4-morpholinyl)pteridine